ClC=1C=C(C=CC1)C1CO1 3-chlorophenyl-ethylene oxide